CC=1C(=NC(=NC1)C(F)(F)F)N1CC2(C1)CNCC2 2-(5-methyl-2-(trifluoromethyl)pyrimidin-4-yl)-2,6-diazaspiro[3.4]octane